FC1(C[C@H](NC1)C(=O)NC1=CNC2=CC=C(C=C12)C=1C=NN(C1)C1=CC=C(C=C1)C(F)(F)F)F (2S)-4,4-difluoro-N-(5-{1-[4-(trifluoromethyl)phenyl]-1H-pyrazol-4-yl}-1H-indol-3-yl)pyrrolidine-2-carboxamide